CC1=C(C=CC(=C1)S(F)(F)(F)(F)F)NC(C)=O N-(2-methyl-4-(pentafluoro-λ6-sulfanyl)phenyl)acetamide